CC1=CC(=NN1)C1(NC(=NC2=CC=CC=C12)NC1=CC=C(C=C1)C)N 4-(5-methyl-1H-pyrazol-3-yl)-N2-(4-methylphenyl)quinazoline-2,4-diamine